3-(3,5-dichloro-4-methoxybenzamido)-1-methyl-N-(2-(trifluoromethyl)benzyl)-1H-pyrazole-4-carboxamide ClC=1C=C(C(=O)NC2=NN(C=C2C(=O)NCC2=C(C=CC=C2)C(F)(F)F)C)C=C(C1OC)Cl